ClC=1C=C2C(=NC1)NC(=C2)C(=O)NC(C(=O)N2CC(CC2)(F)F)CC2=CN=C(S2)C 5-chloro-N-(1-(3,3-difluoropyrrolidin-1-yl)-3-(2-methylthiazol-5-yl)-1-oxopropan-2-yl)-1H-pyrrolo[2,3-b]pyridine-2-carboxamide